N-((1R)-3-cyano-3-azabicyclo[3.1.0]hexan-1-yl)-5-(3-((4-fluorophenyl)thio)pyridin-4-yl)thiazole-2-carboxamide C(#N)N1C[C@]2(CC2C1)NC(=O)C=1SC(=CN1)C1=C(C=NC=C1)SC1=CC=C(C=C1)F